FC(C1=CC=C(C=C1)C1(NC2=CC=CC=C2C1=O)CC1=NC2=CC=CC=C2C=C1)(F)F 2-(4-trifluoromethylphenyl)-2-(2-quinolylmethyl)indolin-3-one